[Cl-].C(CC)N1C=[N+](C=C1)CCC[Si](OC)(OC)OC 1-propyl-3-[3-(trimethoxysilyl)propyl]imidazolium chloride